ClC1=C(C=C(C=C1)NC(=O)[C@@H]1C([C@H]1C1=CC(=CC(=C1)Cl)Cl)(Cl)Cl)NC(C1=CC=C(C=C1)OC)=O |r| trans-rac-N-(2-Chloro-5-(2,2-dichloro-3-(3,5-dichlorophenyl)cyclopropane-1-carboxamido)phenyl)-4-methoxybenzamide